[3-chloro-4-(trifluoromethoxy)phenyl]-[4-[5-(2,2,2-trifluoroethylamino)isoxazol-3-yl]-1-piperidyl]methanone ClC=1C=C(C=CC1OC(F)(F)F)C(=O)N1CCC(CC1)C1=NOC(=C1)NCC(F)(F)F